ClC1=NC=C(C=O)C(=C1)OCC1=CC=C(C=C1)OC 6-chloro-4-((4-methoxybenzyl)oxy)nicotinaldehyde